4-((5-Amino-8-(4-fluoro-3-hydroxyphenyl)pyrido[4,3-d]pyrimidin-2-yl)amino)piperidine NC1=NC=C(C=2N=C(N=CC21)NC2CCNCC2)C2=CC(=C(C=C2)F)O